4-[5-(trifluoromethyl)-1,2,4-oxadiazol-3-yl]phenylacetic acid FC(C1=NC(=NO1)C1=CC=C(C=C1)CC(=O)O)(F)F